C12(CC3CC(CC(C1)C3)C2)C(=O)O.C2(C(CC)O2)=O α-butyrolactone 1-adamantanecarboxylate